1-(pyridin-4-yl)propane-1,3-diol N1=CC=C(C=C1)C(CCO)O